COC1=CC=C(C=C1)C1=C(NC=2N(C1=O)N=C(C2C2=CC=CC=C2)C2=CC=CC=C2)NC2=NC=NC(=N2)NC 6-(4-methoxyphenyl)-5-((4-(methylamino)-1,3,5-triazin-2-yl)amino)-2,3-diphenylpyrazolo[1,5-a]pyrimidin-7(4H)-one